N-(4-(FURAN-2-YL)PHENYL)-5,7-DIMETHYLPYRAZOLO[1,5-a]PYRIMIDINE-3-CARBOXAMIDE O1C(=CC=C1)C1=CC=C(C=C1)NC(=O)C=1C=NN2C1N=C(C=C2C)C